[Cl-].C(=C)C1=CC=C(CN2C=[N+](C=C2)C)C=C1 1-(p-vinylbenzyl)-3-methylimidazolium chloride